2-mercaptobenzothiazole, potassium salt [K].SC=1SC2=C(N1)C=CC=C2